3-{2-methyl-5-[(2-methyl-1,3-thiazol-5-yl)methoxy]-1-benzothiophene-3-amido}oxolane-3-carboxamide CC=1SC2=C(C1C(=O)NC1(COCC1)C(=O)N)C=C(C=C2)OCC2=CN=C(S2)C